2-(6-amino-4-methoxypyridazin-3-yl)-1,1,1-trifluoropropan-2-ol NC1=CC(=C(N=N1)C(C(F)(F)F)(C)O)OC